N-(2-cyclopropyl-4-iodo-5-methylphenyl)-N-[2-(oxetan-3-yl)pyrazolo[4,3-b]pyridin-5-yl]pent-2-ynamide C1(CC1)C1=C(C=C(C(=C1)I)C)N(C(C#CCC)=O)C=1C=CC=2C(N1)=CN(N2)C2COC2